ClC1=C(C(=NN1C)C1=NOC(=C1)C)CN1CC2(CC1=O)CCN(CC2)CCC(C)(C)C 2-((5-Chloro-1-methyl-3-(5-methylisoxazol-3-yl)-1H-pyrazol-4-yl)methyl)-8-(3,3-dimethylbutyl)-2,8-diazaspiro[4.5]decan-3-one